N(C1=CC=CC=C1)C1=CC=2C3(C4=CC=C(C=C4OC2C=C1C)N(CCC(C)C)CC)OC(=O)C1=CC=CC=C13 2'-anilino-6'-(N-ethyl-N-isopentylamino)-3'-methyl-spiro[phthalide-3,9'-xanthene]